2-((3-(((3-hydroxypropyl)(methyl)amino)methyl)-4-(4-methylpiperazin-1-yl)phenyl)amino)-5-((triisopropylsilyl)ethynyl)pyrido[2,3-d]pyrimidin-7(8H)-one OCCCN(C)CC=1C=C(C=CC1N1CCN(CC1)C)NC=1N=CC2=C(N1)NC(C=C2C#C[Si](C(C)C)(C(C)C)C(C)C)=O